2-(2,6-dioxopiperidin-3-yl)-4-(5-hydroxypentyl)isoindoline-1,3-dione O=C1NC(CCC1N1C(C2=CC=CC(=C2C1=O)CCCCCO)=O)=O